tert-Butyl 4-[3-nitro-1H-pyrrolo[3,2-b]pyridin-5-yl]piperazine-1-carboxylate [N+](=O)([O-])C1=CNC=2C1=NC(=CC2)N2CCN(CC2)C(=O)OC(C)(C)C